4-(5-methoxy-2-methylphenyl)-N-(3-(methylsulfonamido)phenyl)thiophene-2-carboxamide COC=1C=CC(=C(C1)C=1C=C(SC1)C(=O)NC1=CC(=CC=C1)NS(=O)(=O)C)C